C(C)[C@H]1[C@@H](C1)N |r| (+/-)-trans-2-ethylcyclopropylamine